BrC1=CC(N(C=C1OC1=C(C=C(C=C1C)F)C)CC)=O 4-bromo-1-ethyl-5-(4-fluoro-2,6-dimethylphenoxy)pyridin-2(1H)-one